ClCC=1C=NN(C1)C 4-(chloromethyl)-1-methyl-1H-pyrazole